CN(CCCNC(OC(C)(C)C)=O)C1=C2C=CC=NC2=C(C=C1)NC(C1=NC=CC=C1)=O tert-butyl (3-(methyl(8-(picolinamido)quinolin-5-yl)amino)propyl)carbamate